Cl.N[C@H]1CN(CCCC1)C1=NN(C(C2=CC=CC=C12)=O)C1=C(C=C(C=C1)F)F (R)-4-(3-aminoazepan-1-yl)-2-(2,4-difluorophenyl)phthalazin-1(2H)-one hydrochloride